5-((1S,2R)-1-(7-chloro-6-methyl-1,1-dioxido-3,4-dihydro-2H-benzo[b][1,4,5]oxathiazepin-2-yl)-2-(6-fluoro-2,3-dimethylphenyl)propyl)-1,3,4-oxadiazol-2(3H)-one ClC=1C=CC2=C(OCCN(S2(=O)=O)[C@@H]([C@H](C)C2=C(C(=CC=C2F)C)C)C2=NNC(O2)=O)C1C